N1C(=NC2=C1C=CC=C2)C=2C(=C(C(=O)N)C=CC2)C (1H-benzo[D]imidazol-2-yl)-2-methylbenzamide